BrC=1C=2N(C=C(C1)O)N=CC2C#N 4-bromo-6-hydroxypyrazolo[1,5-a]Pyridine-3-carbonitrile